NC1=C(C2=C(C(N1C1=C(C(=CC=C1C)O)C)=O)C(=C(S2)C(F)(F)F)C)C(=O)N 6-amino-5-(3-hydroxy-2,6-dimethylphenyl)-3-methyl-4-oxo-2-(trifluoromethyl)-4,5-dihydrothieno[3,2-c]pyridine-7-carboxamide